ClC=1C=C(C=C(C1C)F)C1N=C(CC1)OC 2-(3-chloro-5-fluoro-4-methylphenyl)-5-methoxy-3,4-dihydro-2H-pyrrole